CN(C(C)C=1SC2=C(N1)C=C(C=C2)[C@@H]2N(C[C@H](CC2)C)C(C(=O)NC2=NC(=C(C(=O)N)C=C2)OC)=O)C (2-((2R,5S)-2-(2-(1-(dimethylamino)ethyl)benzo[d]thiazol-5-yl)-5-methylpiperidin-1-yl)-2-oxoacetamido)-2-methoxynicotinamide